1,3-dichloro-5-methyl-5-isobutylhydantoin ClN1C(=O)N(C(=O)C1(CC(C)C)C)Cl